NCCCOC 3-amino-1-methoxypropane